COC(=O)C1=CN(C=2N=C(N=C(C21)Cl)C)C2=C(C(=CC=C2C)OCC2=CC=CC=C2)C 7-(3-(benzyloxy)-2,6-dimethylphenyl)-4-chloro-2-methyl-7H-pyrrolo[2,3-d]pyrimidine-5-carboxylic acid methyl ester